1(2H)-isoquinolinone C1(NC=CC2=CC=CC=C12)=O